C1(=CC=CC=C1)C=1C(=C(C(=C(C1)O)CC)C1=CC=CC=C1)C1=CC=CC=C1.[K] potassium triphenyl-ethyl-phenol